N-((2-(3,4-dimethyl-6-(4,7-diazaspiro[2.5]octan-7-yl)pyridin-2-yl)-1,6-naphthyridin-7-yl)methyl)-1-(methylsulfonyl)indoline-6-carboxamide CC=1C(=NC(=CC1C)N1CCNC2(CC2)C1)C1=NC2=CC(=NC=C2C=C1)CNC(=O)C1=CC=C2CCN(C2=C1)S(=O)(=O)C